N1C=NC2=C1C=CC(=C2)CNC2=C(C=CC=C2)C2=CC=C(C=C2)OC(C)C N-(1H-1,3-benzodiazol-5-ylmethyl)-2-[4-(propan-2-yloxy)phenyl]aniline